phenyl (1-ethylpyrrolidin-3-yl)carbamate C(C)N1CC(CC1)NC(OC1=CC=CC=C1)=O